C(CCCCCCCCCCCCCCCCCCCCCC)Cl n-tricosyl chloride